The molecule is a carbamate ester. It has a role as a carbamate insecticide, an EC 3.1.1.7 (acetylcholinesterase) inhibitor and an agrochemical. It derives from a methylcarbamic acid and a 2-[(ethylsulfanyl)methyl]phenol. CCSCC1=CC=CC=C1OC(=O)NC